(6S,8R)-N-(5-chloro-6-(2H-1,2,3-triazol-2-yl)pyridin-3-yl)-8-(1-(difluoromethyl)-1H-pyrazol-4-yl)-2-fluoro-8-methyl-7,8-dihydro-6H-cyclopenta[e]pyrazolo[1,5-a]pyrimidine-6-carboxamide ClC=1C=C(C=NC1N1N=CC=N1)NC(=O)[C@H]1C[C@](C2=C1C=NC=1N2N=C(C1)F)(C)C=1C=NN(C1)C(F)F